3-[(5-bromo-3-methoxy-2-pyridinyl)oxymethyl]-6-methoxy-pyridazine BrC=1C=C(C(=NC1)OCC=1N=NC(=CC1)OC)OC